C(=O)(O)C1=CC=C(C=C1)CCCC1=CC=C(C=C1)C(=O)O 1,3-bis(4-carboxyphenyl)propane